C(C)OC1=C(C(=C(C=C1)B(O)O)F)F 4-ethoxy-2,3-difluoro-phenylboronic acid